(3-(4-chloro-2-fluorophenyl)-2,3-dihydrobenzo[b][1,4]dioxin-5-yl)piperidine HCl salt Cl.ClC1=CC(=C(C=C1)C1OC2=C(OC1)C=CC=C2N2CCCCC2)F